4-(2-hydroxypyridin-3-yl)-9-methyl-3,4,7,15-tetraazatricyclo[12.3.1.02,6]Octadec-1(18),2,5,14,16-pentaen-8-one OC1=NC=CC=C1N1N=C2C=3C=CN=C(CCCCC(C(NC2=C1)=O)C)C3